C(#N)C(CCC(=O)O)(C)SC(=O)SCCCCCCCCCCCC 4-cyano-4-(((dodecylthio)carbonyl)thio)pentanoic acid